C(=O)(OC)NCC=1C=C(CN2C(C(=C(C=C2C)OCC2=C(C=C(C=C2)F)F)Br)=O)C=CC1 1-[3-(carbomethoxyaminomethyl)benzyl]-3-bromo-4-[(2,4-difluorobenzyl)oxy]-6-methylpyridin-2(1H)-one